4-nitrophenyl 1-(4-methoxy-3-(pyridin-2-yl)phenyl)-3-methyl-5-oxo-4,5-dihydro-1H-pyrazole-4-carboxylate COC1=C(C=C(C=C1)N1N=C(C(C1=O)C(=O)OC1=CC=C(C=C1)[N+](=O)[O-])C)C1=NC=CC=C1